C(C)(C)(C)C1=CC=C(C=C1)C1=NC=CC(=C1)Cl 2-(4-(tert-butyl)phenyl)-4-chloropyridine